OC(CCCCCCCCCCCCCC(=O)O)CCC(CCCCCCCCCC)O 15,18-Dihydroxyoctacosanoic acid